7-Bromo-6-chloro-5-(((S,Z)-2-((2,2-difluoroethyl)amino)pent-3-en-1-yl)oxy)-8-fluoro-2-(((2R,7aS)-2-fluorotetrahydro-1H-pyrrolizin-7a(5H)-yl)methoxy)quinazolin-4-ol BrC1=C(C(=C2C(=NC(=NC2=C1F)OC[C@]12CCCN2C[C@@H](C1)F)O)OC[C@H](\C=C/C)NCC(F)F)Cl